FC1=CC=C(OC2=CC=C(C(=O)NCC(=O)N3[C@@H](C[C@H](C3)OC)C(=O)O)C=C2)C=C1 (2S,4R)-1-((4-(4-fluorophenoxy)benzoyl)glycyl)-4-methoxypyrrolidine-2-carboxylic acid